NCC1(CCN(CC1)C=1C(NC(=CN1)SC1=C(C(=CC=C1)OC)Cl)=O)C 3-(4-(aminomethyl)-4-methylpiperidin-1-yl)-6-((2-chloro-3-methoxyphenyl)thio)pyrazin-2(1H)-one